ClC1=C(C=CC=C1C1=NC=NC(=C1OC)Cl)C1=NC(=C(C=O)C=C1)OC 6-(2-chloro-3-(6-chloro-5-methoxypyrimidin-4-yl)phenyl)-2-methoxynicotinaldehyde